tert-butyl 4-((4-(4-(2,4-dioxotetrahydropyrimidin-1(2H)-yl)-1H-indazol-1-yl)piperidin-1-yl)methyl)-4-hydroxypiperidine-1-carboxylate O=C1N(CCC(N1)=O)C1=C2C=NN(C2=CC=C1)C1CCN(CC1)CC1(CCN(CC1)C(=O)OC(C)(C)C)O